2,6-dihydroxybenzoate OC1=C(C(=O)[O-])C(=CC=C1)O